CC1(CC(C2=CC=CC=C12)(C1=CC=CC=C1)C)C 2,3-dihydro-1,1,3-trimethyl-3-phenyl-1H-indene